N-Benzoyl-5-[3-(2,2,2-trifluoroacetamido)-allyl]-5'-O-(tert-butyldiphenylsilyl)-3'-O-allyloxymethyl-2'-deoxycytidine C(C1=CC=CC=C1)(=O)NC1=NC(N([C@H]2C[C@H](OCOCC=C)[C@@H](CO[Si](C3=CC=CC=C3)(C3=CC=CC=C3)C(C)(C)C)O2)C=C1CC=CNC(C(F)(F)F)=O)=O